5-(hexahydropyridin-2-yl)-2-methyl-1H-benzo[2,1-d][1,3]selenazole N1C(CCCC1)C1=CC=2N=C([Se]C2C=C1)C